5-(4-((3-cyclopropyl-2,4-dioxo-2,3,4,7-tetrahydro-1H-pyrrolo[2,3-d]pyrimidin-6-yl)methyl)piperazin-1-yl)-N-methylpicolinamide C1(CC1)N1C(NC2=C(C1=O)C=C(N2)CN2CCN(CC2)C=2C=CC(=NC2)C(=O)NC)=O